1-(5-hydroxypyridin-2-yl)ethan-1-one OC=1C=CC(=NC1)C(C)=O